ClC1=C(C=CC=C1)N1C=NC=C1C(=O)O 1-(2-chlorophenyl)-1H-imidazole-5-carboxylic acid